C(C)(C)C=1C2=C(N=C(N1)C1=CC=3C(N=C1)=NN(C3)C)SC(=C2N)S(=O)CCOC 4-isopropyl-6-((2-methoxyethyl)sulfinyl)-2-(2-methyl-2H-pyrazolo[3,4-b]pyridin-5-yl)thieno[2,3-d]pyrimidin-5-amine